4-(4,4,5,5-Tetramethyl-1,3,2-dioxaborolan-2-yl)-3-((trifluoromethyl)sulfinyl)-1H-indole CC1(OB(OC1(C)C)C1=C2C(=CNC2=CC=C1)S(=O)C(F)(F)F)C